1-(5-ethynyl-1-isopropyl-1H-imidazol-2-yl)ethane-1-one C(#C)C1=CN=C(N1C(C)C)C(C)=O